O=C1NC(CCC1N1C(C2=CC=C(C=C2C1)CNC(=O)C1=CC(=NC2=CC=CC=C12)C1=C(C=CC=C1)C)=O)=O N-((2-(2,6-Dioxopiperidin-3-yl)-1-oxoisoindolin-5-yl)methyl)-2-(o-tolyl)quinoline-4-carboxamide